(S)-N-(4-(4-amino-(4-phenoxyphenyl)-1H-pyrazolo[3,4-d]pyrimidin-1-yl)cyclohexyl)-2-(dimethylamino)-3-methylbutanamide NC1=C2C(=NC=N1)N(N=C2C2=CC=C(C=C2)OC2=CC=CC=C2)C2CCC(CC2)NC([C@H](C(C)C)N(C)C)=O